3-(1-oxo-4-((2-(3-(piperazin-1-yl)propoxy)ethyl)thio)isoindolin-2-yl)piperidine-2,6-dione O=C1N(CC2=C(C=CC=C12)SCCOCCCN1CCNCC1)C1C(NC(CC1)=O)=O